2-((3-(2,2-Difluoro-2-phenylethyl)-4-oxo-3,4-dihydropteridin-2-yl)thio)-N-(thiazol-2-yl)acetamide FC(CN1C(=NC2=NC=CN=C2C1=O)SCC(=O)NC=1SC=CN1)(C1=CC=CC=C1)F